OC=1C=C(CN2C=C(C=C2)C=2C=C(N=NC2C)C=2C(NC(NC2)=O)=O)C=CC1 5-(5-(1-(3-hydroxybenzyl)-1H-pyrrol-3-yl)-6-methylpyridazin-3-yl)pyrimidine-2,4(1H,3H)-dione